ClC=1C=C(C=C(C(=O)OC)C1)C(=O)OC Dimethyl 5-chloroisophthalate